2-((2-(3-ethoxyphenyl)-1-isobutyl-1H-imidazol-4-yl)amino)-5-(thiophen-2-yl)nicotinate C(C)OC=1C=C(C=CC1)C=1N(C=C(N1)NC1=C(C(=O)[O-])C=C(C=N1)C=1SC=CC1)CC(C)C